3-cyclopropyl-N,N-dimethyl-4-(3-methyl-4-methanesulfonyl-phenyl)-1H-indazole-5-sulfonamide C1(CC1)C1=NNC2=CC=C(C(=C12)C1=CC(=C(C=C1)S(=O)(=O)C)C)S(=O)(=O)N(C)C